CC1=NC=2N(C(=C1)C)N=CC2C(=O)NC2=CC=C(C=C2)C2=NOC=C2 5,7-DIMETHYL-N-(4-(ISOXAZOL-3-YL)PHENYL)PYRAZOLO[1,5-a]PYRIMIDINE-3-CARBOXAMIDE